6-(1H-indazol-5-yl)-4-(2-(tetrahydro-2H-pyran-4-yl)ethyl)-3,4-dihydropyrazino[2,3-b]pyrazin N1N=CC2=CC(=CC=C12)C=1N=C2C(=NC1)N=CCN2CCC2CCOCC2